BrC1=C(C=NN(C1=O)C)N[C@@H]1C[C@@H](CN(C1)C)C1=CC=C(CN2CCC3(CCN(CC3)C=3C=CC(=C(C3)C3C(NC(CC3)=O)=O)C)CC2)C=C1 3-(5-(9-(4-((3R,5R)-5-((5-bromo-1-methyl-6-oxo-1,6-dihydropyridazin-4-yl)amino)-1-methylpiperidin-3-yl)benzyl)-3,9-diazaspiro[5.5]undecan-3-yl)-2-methylphenyl)piperidine-2,6-dione